methyl 4-((5-(2-(2-aminopyridin-3-yl)-6-phenyl-1H-benzo[d]imidazol-1-yl)-6-methylpyridin-2-yl)carbamoyl)benzoate NC1=NC=CC=C1C1=NC2=C(N1C=1C=CC(=NC1C)NC(=O)C1=CC=C(C(=O)OC)C=C1)C=C(C=C2)C2=CC=CC=C2